C(C)(C)(C)N(C(O)=O)S(NCCCOC1=NC=NC2=CC(=C(C=C12)OC)OC)(=O)=O tert-butyl-(N-(3-((6,7-dimethoxyquinazolin-4-yl)oxy)propyl)sulfamoyl)carbamic acid